CON(C(CC[C@H]1C([C@H]1[C@H]1N(C(OC1)(C)C)C(=O)OC(C)(C)C)(C)C)=O)C tert-Butyl (4R)-4-[(1S,3R)-3-[3-[methoxy(methyl)amino]-3-oxo-propyl]-2,2-dimethyl-cyclopropyl]-2,2-dimethyl-oxazolidine-3-carboxylate